N1(CCCCC1)C1=CC=C(C=C1)B(O)O (4-(piperidin-1-yl)phenyl)boronic acid